CC1=CC(=NC=C1C#CC1=C(C=CC=C1)NS(=O)(=O)C=1C=CC=C2C(=CC=NC12)NC)C(=O)O 4-Methyl-5-[2-(4-methylamino-quinoline-8-sulfonylamino)-phenylethynyl]-pyridine-2-carboxylic acid